N-(5-chloro-1H-indol-3-yl)-6-(3-methoxyphenyl)-3,4-dihydroisoquinoline-2(1H)-carboxamide ClC=1C=C2C(=CNC2=CC1)NC(=O)N1CC2=CC=C(C=C2CC1)C1=CC(=CC=C1)OC